benzotriazoleN-oxytrisdimethylaminophosphonium hexafluorophosphate F[P-](F)(F)(F)(F)F.N1(N=NC2=C1C=CC=C2)O[P+](N(C)C)(N(C)C)N(C)C